1-benzylpiperazine-3,3,5,5-d4 C(C1=CC=CC=C1)N1CC(NC(C1)([2H])[2H])([2H])[2H]